N-[(6-Amino-2-pyridyl)sulfonyl]-6-(3-ethoxy-5-methyl-pyrazol-1-yl)-2-[(4S)-2,2,4-trimethylpyrrolidin-1-yl]pyridin-3-carboxamid NC1=CC=CC(=N1)S(=O)(=O)NC(=O)C=1C(=NC(=CC1)N1N=C(C=C1C)OCC)N1C(C[C@@H](C1)C)(C)C